CN(CCNC([O-])=O)CC=1OC(OC1C)=O [2-[methyl-[(5-methyl-2-oxo-1,3-dioxol-4-yl)methyl]amino]ethyl]carbamate